N-cyclopropyl-2-[(3-iodo-1H-indazol-6-yl)thio]benzamide C1(CC1)NC(C1=C(C=CC=C1)SC1=CC=C2C(=NNC2=C1)I)=O